2-(5-{[3-(6-fluoro-5-{[(oxan-4-yl)amino]methyl}-1-(2,2,2-trifluoroethyl)-1H-indol-2-yl)prop-2-yn-1-yl]amino}pyridin-2-yl)-2-methylpropanenitrile FC1=C(C=C2C=C(N(C2=C1)CC(F)(F)F)C#CCNC=1C=CC(=NC1)C(C#N)(C)C)CNC1CCOCC1